C=C(C(=O)O)CC(OC1(CCC1)C1=CC=C(C=C1)SC(F)(F)F)=O 2-methylene-4-oxo-4-(1-(4-((trifluoromethyl)thio)phenyl)cyclobutoxy)butanoic acid